Methyl 2-(4-(benzyloxy)cyclohexyl)hydrazinecarboxylate C(C1=CC=CC=C1)OC1CCC(CC1)NNC(=O)OC